N-(3-cyclopropyl-2H-pyrazol-5-yl)-1-(3-(difluoromethyl)phenyl)-5-oxopyrrolidine-3-carboxamide C1(CC1)C=1NN=C(C1)NC(=O)C1CN(C(C1)=O)C1=CC(=CC=C1)C(F)F